benzo[j]fluoranthene C1=CC=C2C=CC=C3C=4C=CC5=C(C4C1=C32)C=CC=C5